(E)-5-bromothiophene-2-carbaldehyde oxime BrC1=CC=C(S1)/C=N/O